Tin Mesoporphyrin CCC1=C(C2=NC1=CC3=C(C(=C([N-]3)C=C4C(=C(C(=CC5=NC(=C2)C(=C5C)CC)[N-]4)C)CCC(=O)O)CCC(=O)O)C)C.[Cl-].[Cl-].[Sn+4]